C(#N)N(C(C)=NCC=1C=NC(=CC1)Cl)C N-cyano-N-methyl-N'-(6-chloro-3-pyridylmethyl)acetamidine